O1CCN(CC1)C1=CC(=NC=2N1N=C(C2)C2=CC=NC=C2)/C=C/C(=O)C2=CC=CC=C2 (E)-3-(7-morpholino-2-(pyridin-4-yl)pyrazolo[1,5-a]pyrimidin-5-yl)-1-phenylprop-2-en-1-one